2,4,6-Trihydroxybenzaldehyd OC1=C(C=O)C(=CC(=C1)O)O